NC=1C(=NN(C1)C)C(=O)N(C)C 4-amino-N,N,1-trimethyl-1H-pyrazole-3-carboxamide